ClC1=CC=C(C=C1)N(C(=O)C1=CN=C(N1)C1=CC=C(C=C1)Cl)C N,2-bis(4-chlorophenyl)-N-methyl-1H-imidazole-5-carboxamide